C(C(=O)C)C(C)C 2-acetonyl-propane